CN1C=2N(C3=C(C=C(C=C3C1=O)C)C(C)NC1=C(C(=O)OC)C=CC=C1)C=NC2C2=NC=CC=C2 methyl 2-((1-(4,7-dimethyl-5-oxo-3-(pyridin-2-yl)-4,5-dihydroimidazo[1,5-a]quinazolin-9-yl)ethyl)amino)benzoate